C(C1=CC=CC=C1)OC(=O)N1C[C@@H](N(CC1)C(=O)OC(C)(C)C)C(=O)O (R)-4-((benzyloxy)carbonyl)-1-(tert-butoxycarbonyl)piperazine-2-carboxylic acid